5-((3,5-difluorobenzyl)oxy)-3-(1-(difluoromethyl)-1H-pyrazol-4-yl)pyrazolo[1,5-a]pyrimidine FC=1C=C(COC2=NC=3N(C=C2)N=CC3C=3C=NN(C3)C(F)F)C=C(C1)F